ClC1=C(C(=CC(=C1)N1C[C@](CCC1)(CCC1=CC(=CC=C1)C(F)(F)F)N(C)C)Cl)S(=O)(=O)NC1=NC=NC=C1 (R)-2,6-Dichloro-4-(3-(dimethylamino)-3-(3-(trifluoromethyl)phenethyl)-piperidin-1-yl)-N-(pyrimidin-4-yl)benzenesulfonamide